3-(2-bromostyryl)-2-fluoropyridine BrC1=C(C=CC=2C(=NC=CC2)F)C=CC=C1